3,3-dichloro-5,5-dimethyl-azepan-2-one Dimethyl-2-(bis(4-methoxy-2,5-dimethylphenyl)amino)malonate COC(C(C(=O)OC)N(C1=C(C=C(C(=C1)C)OC)C)C1=C(C=C(C(=C1)C)OC)C)=O.ClC1(C(NCCC(C1)(C)C)=O)Cl